C(C)(C)(C)OC(=O)N1CCC2(CC(C2)N2[C@@H](CN(CC2)CC2=CC=C(C=C2)OC)C2=C(C=CC=C2)C(C)C)CC1 (R)-2-(2-(2-isopropylphenyl)-4-(4-methoxybenzyl)piperazin-1-yl)-7-azaspiro[3.5]nonane-7-carboxylic acid tert-butyl ester